tert-Butyl 10-(iodomethyl)-7-azaspiro[4.5]decane-7-carboxylate ICC1CCN(CC12CCCC2)C(=O)OC(C)(C)C